FC(C1=NC=C(C(=C1)C1=C(C=NC(=C1)C#CC1COCCC1)C(=O)OC)OC)F methyl 2'-(difluoromethyl)-5'-methoxy-6-((tetrahydro-2H-pyran-3-yl) ethynyl)-[4,4'-bipyridine]-3-carboxylate